COC1=C(C=CC(=C1)S(=O)(=O)C)NC=1N=C(C2=C(N1)NC=C2C(F)(F)F)NCCOC N2-(2-methoxy-4-(methylsulfonyl)phenyl)-N4-(2-methoxyethyl)-5-(trifluoromethyl)-7H-pyrrolo[2,3-d]pyrimidine-2,4-diamine